C(C(C)(C)C)OCCCCCCN 6-neopentoxyhexylamine